ClC=1C=C2C(=C(NC2=CC1)C(=O)NCCNS(=O)(=O)C1=CC=CC=C1)S(=O)(=O)C1=CC(=CC(=C1)C)C 5-chloro-3-((3,5-dimethylphenyl)sulfonyl)-N-(2-(benzenesulfonamido)ethyl)-1H-indole-2-carboxamide